N,N-dimethylheptacosane-18,21-dien-8-amine CN(C(CCCCCCC)CCCCCCCCCC=CCC=CCCCCC)C